(S)-2-(4-(7-(8-ethynylnaphthalen-1-yl)-8-fluoro-2-((tetrahydro-1H-pyrrolizin-7a(5H)-yl)methoxy)quinazolin-4-yl)-1-(2-fluoroacryloyl)piperazin-2-yl)acetonitrile C(#C)C=1C=CC=C2C=CC=C(C12)C1=CC=C2C(=NC(=NC2=C1F)OCC12CCCN2CCC1)N1C[C@@H](N(CC1)C(C(=C)F)=O)CC#N